2'-Chloro-7'-[(1R,3R)-3-(oxan-2-yloxy)cyclohexyl]spiro[cyclobutane-1,5'-pyrrolo[2,3-d]pyrimidin]-6'-one ClC=1N=CC2=C(N1)N(C(C21CCC1)=O)[C@H]1C[C@@H](CCC1)OC1OCCCC1